C(C=C)(=O)OCCCCCO 5-hydroxypentyl acrylate